NC1=C(C=CC=C1)NC(C1=CC=C(C=C1)CNC(=O)OCC=1C=NC=CC1)=O N-(2-Aminophenyl)-4-[N-(pyridine-3-ylmethoxy-carbonyl)aminomethyl]benzamide